3-bromo-1-methyl-1H-pyrazol-4-amine BrC1=NN(C=C1N)C